(S)-N-benzyl-pyrrole-2-carbaldehyde C(C1=CC=CC=C1)N1C(=CC=C1)C=O